ClC1=NC(=C2N=C(NC2=N1)C(C)(C)O)Cl 2-(2,6-dichloro-9H-purin-8-yl)-propan-2-ol